O=C1N(CC2=CC(=CC=C12)C1=CC=C(C=C1)N1CCNCC1)C(C(=O)NC1=CC=C(C=C1)NC1=NC=NC2=CC=CC=C12)C1=CC=CC=C1 2-(1-oxo-5-(4-(piperazin-1-yl)phenyl)isoindolin-2-yl)-2-phenyl-N-(4-(quinazolin-4-ylamino)phenyl)acetamide